(S)-6-(((R)-tert-butylsulfinyl)amino)-2-chloro-4,6-dihydrospiro[cyclopenta[d]thiazole-5,4'-piperidine]-1'-carboxylic acid tert-butyl ester C(C)(C)(C)OC(=O)N1CCC2(CC1)[C@@H](C1=C(N=C(S1)Cl)C2)N[S@](=O)C(C)(C)C